FC1(CCN(CCC1)C1=NC(=CC=C1C(=O)NC1=CC(=CC=C1)S(=O)(=O)C)OC)F 2-(4,4-difluoroazepan-1-yl)-6-methoxy-N-(3-methylsulfonylphenyl)pyridine-3-carboxamide